N-[(6-Amino-2-pyridyl)sulfonyl]-6-(6-isobutoxy-3-pyridyl)-2-(2,2,4-trimethylpyrrolidin-1-yl)pyridin-3-carboxamid NC1=CC=CC(=N1)S(=O)(=O)NC(=O)C=1C(=NC(=CC1)C=1C=NC(=CC1)OCC(C)C)N1C(CC(C1)C)(C)C